Cl.NCCC(C1=CC=CC=C1)NC1=NC(=CC=C1C(=O)N)N1C=NC2=C1C=C(C(=C2)OC)OC 2-[(3-amino-1-phenyl-propyl)amino]-6-(5,6-dimethoxybenzimidazol-1-yl)pyridine-3-carboxamide hydrochloride